N(=[N+]=[N-])C1=CC=C(C=C1)CCOS(=O)(=O)C1=CC=C(C)C=C1 2-(4-azidophenyl)-ethyl-4-toluenesulfonate